4,6-bis[2-(2-pyridyl)ethylthio]-1,3,5-triazin-2-amine N1=C(C=CC=C1)CCSC1=NC(=NC(=N1)SCCC1=NC=CC=C1)N